C(N)(=O)C=1C=C2C(=CC=NC2=CC1OC)OC1=C(C=C(C=N1)NC(=O)C1(CC1)C(=O)NC1=CC=C(C=C1)F)F 1-N'-[6-(6-carbamoyl-7-methoxyquinolin-4-yl)oxy-5-fluoropyridin-3-yl]-1-N-(4-fluorophenyl)cyclopropane-1,1-dicarboxamide